5-chloro-N-(2-methoxy-6-(trifluoromethyl)phenyl)-2-(methylthio)pyrimidine-4-carboxamide ClC=1C(=NC(=NC1)SC)C(=O)NC1=C(C=CC=C1C(F)(F)F)OC